Amino-L-threoninol NN[C@@H]([C@H](O)C)CO